BrC=1C(=C2C(=NC1)NC(=N2)C2=CC=C(C=C2)N2CCN(CC2)CCC#N)NC2CCN(CC2)C 3-[4-(4-{6-Bromo-7-[(1-methylpiperidin-4-yl)amino]-3H-imidazo[4,5-b]pyridin-2-yl}phenyl)piperazin-1-yl]propanenitrile